F[C@H]1CN(CC[C@H]1NC1=C2C=C(N(C2=CC=C1)CC(F)(F)F)C1=NN=C(O1)CNC(C1=CC=C(C=C1)OC)=O)C |r| (+/-)-N-((5-(4-(((3S,4R)-3-fluoro-1-methylpiperidin-4-yl)amino)-1-(2,2,2-trifluoroethyl)-1H-indol-2-yl)-1,3,4-oxadiazol-2-yl)methyl)-4-methoxybenzamide